(3-chloro-2-fluoro-(4,4,5,5-tetramethyl-1,3,2-dioxaborolan-2-yl)phenoxy)acetonitrile ClC=1C(=C(OCC#N)C=CC1B1OC(C(O1)(C)C)(C)C)F